NC1=CC=C(CNC(=O)NCC2=CC=C(C=C2)N)C=C1 1,3-bis(4-aminobenzyl)urea